C(C)(C)C1=NC=CC=C1NC(=O)C=1C(=CC=2N(C1)C=C(N2)C2CCOCC2)OC N-(2-isopropylpyridin-3-yl)-7-methoxy-2-(tetrahydro-2H-pyran-4-yl)imidazo[1,2-a]pyridine-6-carboxamide